FC1=C(OC2CCC(CC2)NC(OC(C)(C)C)=O)C=C(C(=C1)OC)C(N[C@@H]1[C@H]2CC[C@@H]([C@@H]1C(NC1=CC(=CC=C1)S(=O)(=O)C(F)(F)F)=O)C2)=O tert-Butyl ((1R,4r)-4-(2-fluoro-4-methoxy-5-(((1S,2R,3S,4R)-3-((3-((trifluoromethyl)sulfonyl)phenyl)carbamoyl)bicyclo[2.2.1]heptan-2-yl)carbamoyl)phenoxy)cyclohexyl)carbamate